(2S,5R)-2-(N-(((S)-1-(methylsulfonyl) pyrrolidin-3-yl) sulfonyl) carbamimidoyl)-7-oxo-1,6-diazabicyclo[3.2.1]octan-6-yl hydrogen sulfate S(=O)(=O)(ON1[C@@H]2CC[C@H](N(C1=O)C2)C(NS(=O)(=O)[C@@H]2CN(CC2)S(=O)(=O)C)=N)O